(R)-5,5-dimethylthiazolidine-3,4-dicarboxylic acid 4-benzyl ester 3-(tert-butyl) ester C(C)(C)(C)OC(=O)N1CSC([C@H]1C(=O)OCC1=CC=CC=C1)(C)C